ethyl 5-((4-(2-amino-5-(3,4-dimethoxyphenyl) pyridin-3-yl) phenyl) carbamoyl)-4-oxo-1-((tetrahydro-2H-pyran-4-yl) methyl)-3-(p-tolyl)-1,4-dihydropyridine-2-carboxylate NC1=NC=C(C=C1C1=CC=C(C=C1)NC(=O)C=1C(C(=C(N(C1)CC1CCOCC1)C(=O)OCC)C1=CC=C(C=C1)C)=O)C1=CC(=C(C=C1)OC)OC